1-((4-chlorophenyl)(methyl-d3)carbamoyl)azetidin-3-yl-(1-(4-(2,6-dioxopiperidin-3-yl)-3,5-difluorophenyl)azetidin-3-yl)carbamate ClC1=CC=C(C=C1)N(C(=O)N1CC(C1)N(C([O-])=O)C1CN(C1)C1=CC(=C(C(=C1)F)C1C(NC(CC1)=O)=O)F)C([2H])([2H])[2H]